5-((2-((tert-butyldimethylsilyl)oxy)-3-methoxybenzyl)amino)-N-(4-(3,4-difluorophenyl)-5-(1H-pyrazol-3-yl)thiazol-2-yl)-3-methylpyridine-2-sulfonamide [Si](C)(C)(C(C)(C)C)OC1=C(CNC=2C=C(C(=NC2)S(=O)(=O)NC=2SC(=C(N2)C2=CC(=C(C=C2)F)F)C2=NNC=C2)C)C=CC=C1OC